(8-syn)-3-(6-chloro-2-{[1-(2-hydroxy-2-methylpropyl)-1H-pyrazol-4-yl]amino}quinazolin-7-yl)-8-methyl-3-azabicyclo[3.2.1]octan-8-ol ClC=1C=C2C=NC(=NC2=CC1N1CC2CCC(C1)C2(O)C)NC=2C=NN(C2)CC(C)(C)O